N-(3-(5-chloro-1H-indol-3-yl)propyl)-4-(3-(4-methylpiperazin-1-yl)propoxy)benzenesulfonamide ClC=1C=C2C(=CNC2=CC1)CCCNS(=O)(=O)C1=CC=C(C=C1)OCCCN1CCN(CC1)C